4-(5-((1S,2S)-2-fluorocyclopropyl)-1,2,4-oxadiazol-3-yl)-N-(2-(4-isopropylpiperazin-1-yl)-6-(trifluoromethyl)phenyl)-4-methylpiperidine-1-carboxamide F[C@@H]1[C@@H](C1)C1=NC(=NO1)C1(CCN(CC1)C(=O)NC1=C(C=CC=C1C(F)(F)F)N1CCN(CC1)C(C)C)C